FC1(C[C@H]2[C@H]([C@H](CC[C@@]2([C@H]2CC[C@]3([C@H]([C@H]12)CC[C@@H]3[C@H](C)CCCC(C)(C)O)C)C)O)O)F (1R,3aS,3bS,5aR,6R,7S,9aR,9bS,11aR)-4,4-difluoro-1-[(2R)-6-hydroxy-6-methylhept-2-yl]-9a,11a-Dimethylhexadecahydro-1H-cyclopenta[1,2-a]phenanthrene-6,7-diol